C(C)(C)(C)N1C(CN(C([C@H]2[C@H]1CNC2)=O)C)=O |r| (5aRS,8aSR)-t-butyl-4-methyl-2,5-dioxooctahydropyrrolo[3,4-e][1,4]diazepine